4-trimethylsilylethynyl-4',4''-dimethylthiotrityl alcohol C[Si](C)(C)C#CC1=CC=C(C(C2=CC=C(C=C2)SC)(C2=CC=C(C=C2)SC)O)C=C1